BrC1=C2C(=NC(=C1)Cl)OC=C2C 4-bromo-6-chloro-3-methylfuro[2,3-b]pyridine